C(C)(C)(C)OC(=O)N1CCN(CC1)C1=NC(=CC(=C1)Br)NC(C)=O 4-(6-acetamido-4-bromopyridin-2-yl)piperazine-1-carboxylic acid tert-butyl ester